(1S)-N-[(1S)-1-[[2-chloro-5-(1-isopropyl-6-oxo-3-pyridyl)phenyl]methyl]-2-[4-(4-methyl-1,2,4-triazol-3-yl)anilino]-2-oxo-ethyl]-2,2-difluoro-cyclopropanecarboxamide ClC1=C(C=C(C=C1)C1=CN(C(C=C1)=O)C(C)C)C[C@@H](C(=O)NC1=CC=C(C=C1)C1=NN=CN1C)NC(=O)[C@H]1C(C1)(F)F